7-(1-ethyl-1,2,3,4-tetrahydroquinolin-8-yl)-8-fluoropyrido[4,3-d]pyrimidine C(C)N1CCCC2=CC=CC(=C12)C1=C(C=2N=CN=CC2C=N1)F